O=C(CC)OCN1C(C=CC1=O)=O 1-[(1-oxopropoxy)methyl]-1H-pyrrole-2,5-dione